trisodium acetate phosphate chloride [Cl-].P(=O)([O-])([O-])O.C(C)(=O)O.[Na+].[Na+].[Na+]